2,5-dioxopyrrolidin-1-yl 2-(4-isobutylphenyl)propanoate C(C(C)C)C1=CC=C(C=C1)C(C(=O)ON1C(CCC1=O)=O)C